NC=1C=C(OCCO)C=C(C1)OC 2-(3-amino-5-methoxyphenoxy)ethanol